trimethyl-(trifluoromethyl)-silane C[Si](C(F)(F)F)(C)C